C(C)C(C(=O)O)=CC ethyl-butenoic acid